2'-bromobiphenyl-2-yl-boric acid BrC1=C(C=CC=C1)C1=C(C=CC=C1)OB(O)O